(4-iodo-1H-pyrazol-1-yl)-2-methylpropanenitrile IC=1C=NN(C1)C(C#N)(C)C